HYDROXYCINNAMIC ACID C1=CC(=CC=C1/C=C/C(=O)O)O